1-(3-(2-(1-(difluoromethyl)-1H-pyrazol-3-yl)-6-(4-fluorophenyl)pyridin-3-yl)pyrrolidin-1-yl)prop-2-en-1-one FC(N1N=C(C=C1)C1=NC(=CC=C1C1CN(CC1)C(C=C)=O)C1=CC=C(C=C1)F)F